C(C(O)CC(C)C)#N leuconitrile